NC1=C(C=C(C=N1)C1=NN2C(=C1)[C@@]1(CN(CC1)C(=O)NC(C)C=1C=NN(C1C)C)OCC2)C(F)(F)F (3'R)-2-[6-amino-5-(trifluoromethyl)pyridin-3-yl]-N-[1-(1,5-dimethyl-1H-pyrazol-4-yl)ethyl]-6,7-dihydro-1'H-spiro[pyrazolo[5,1-c][1,4]oxazine-4,3'-pyrrolidine]-1'-carboxamide